P(=O)(O)(O)O.FC=1C=C(C=CC1C=1C=NC(=CC1)C=1N=NN(N1)C)N1C(O[C@@H](C1)C(C1CC1)O)=O (S)-3-(3-fluoro-4-(6-(2-methyl-2H-tetrazol-5-yl)pyridin-3-yl)phenyl)-5-(1-hydroxy-1-cyclopropylmethyl)oxazolidin-2-one phosphate